C(C)(C)(C)C=1N=C(C2=C(N1)SC(=C2)C)Cl 2-(tert-butyl)-4-chloro-6-methylthieno[2,3-d]pyrimidine